IC(C(CNC(O)=O)C#CC)C.O=C1NC2=C(N1CC1=CC=C(CNS(=O)(=O)C)C=C1)C=CC=C2 N-(4-((2-oxo-2,3-dihydro-1H-benzo[d]imidazol-1-yl)methyl)benzyl)methanesulfonamide 3-Iodo-2-propynyl-butyl-carbamate